methyl 3-fluoro-2-(3-(prop-2-yn-1-yl)ureido)isonicotinate FC1=C(C(=O)OC)C=CN=C1NC(=O)NCC#C